FC1=C(C(=O)N(C2=NC=CC3=CC(=CC=C23)C=2C=NC=CC2)[C@H]2CN(CCC2)C(=O)OC(C)(C)C)C=CC(=C1)NC1=NC=CC=N1 tert-butyl (R)-3-(2-fluoro-N-(6-(pyridin-3-yl)isoquinolin-1-yl)-4-(pyrimidin-2-ylamino)benzamido)piperidine-1-carboxylate